FC1=C2C=CN(C2=C(C=C1)C(=O)NC1CC2(CCC2)C1)CC1=CC=C(C=C1)C1=NC(=CC=C1)C(NC)=O 6-(4-Fluoro-1-(4-(6-(methylcarbamoyl)pyridin-2-yl)benzyl)-1H-indol-7-carboxamido)spiro[3.3]heptan